7-bromo-8-methoxy-N-[(1R)-1-[3-(trifluoromethyl)phenyl]ethyl]pyrazolo[1,5-a]quinazolin-5-amine BrC=1C=C2C(=NC=3N(C2=CC1OC)N=CC3)N[C@H](C)C3=CC(=CC=C3)C(F)(F)F